2,6-dichloro-3-(2-methoxyvinyl)pyridine ClC1=NC(=CC=C1C=COC)Cl